N-cyclopropyl-5-(3-fluorophenyl)-6-[4-(trifluoromethyl)phenoxy]pyridine-3-carboxamide C1(CC1)NC(=O)C=1C=NC(=C(C1)C1=CC(=CC=C1)F)OC1=CC=C(C=C1)C(F)(F)F